5-fluoro-N-((1r,4r)-4-methoxycyclohexyl)-2-(1-methyl-1H-imidazol-5-yl)pyrimidine-4-carboxamide FC=1C(=NC(=NC1)C1=CN=CN1C)C(=O)NC1CCC(CC1)OC